C(C)(C)(C)OC(N(C)C(CCC)C1=CC=C(C=C1)Br)=O.NC=1C(=NC(=C(N1)C(N[C@H](CO)C(=O)O)=O)N)C(N[C@H](CO)C(=O)O)=O 3,6-diamino-2,5-bis{N-[(1R)-1-carboxy-2-hydroxyethyl]carbamoyl}pyrazine tertbutyl-(1-(4-bromophenyl)butyl)(methyl)carbamate